CC=1C=CC=2N(C3=CC=C(C=C3C2C1)C)C1=C(C(=C(C(=C1C1=CC=CC=C1)N1C2=CC=C(C=C2C=2C=C(C=CC12)C)C)C#N)N1C2=CC=C(C=C2C=2C=C(C=CC12)C)C)C1=CC=CC=C1 2',4',6'-tris(3,6-dimethyl-9H-carbazol-9-yl)-[1,1':3',1''-terphenyl]-5'-carbonitrile